ClC1=C(C=CC(=N1)C=O)F 6-CHLORO-5-FLUOROPICOLINALDEHYDE